FC(C=C(F)F)(F)F 1,1,1,3,3-pentafluoro-2-propene